4-(8-cyclopropyl-7-(piperidine-1-carbonyl)-2,3-dihydro-4H-benzo[b][1,4]oxazin-4-yl)benzoic acid C1(CC1)C1=C(C=CC2=C1OCCN2C2=CC=C(C(=O)O)C=C2)C(=O)N2CCCCC2